germanium tetrafluoride germanium [Ge].[Ge](F)(F)(F)F